5-((dimethylamino)methyl)-2-(1-(4-ethoxy-5-fluoropyridin-2-yl)ethyl)-7-((2-(methylamino)-1H-imidazol-1-yl)methyl)-3,4-dihydroisoquinolin-1(2H)-one CN(C)CC1=C2CCN(C(C2=CC(=C1)CN1C(=NC=C1)NC)=O)C(C)C1=NC=C(C(=C1)OCC)F